ethyl 5-(3-nitrophenyl)-7-oxo-4,7-dihydropyrazolo[1,5-a]pyrimidine-2-carboxylate [N+](=O)([O-])C=1C=C(C=CC1)C=1NC=2N(C(C1)=O)N=C(C2)C(=O)OCC